1-[(3-Ethenylphenyl)methyl]pyrrolidine C(=C)C=1C=C(C=CC1)CN1CCCC1